ClC=1C=C(C=CC1Cl)C=1N(C(=CC1C(=O)O)C1=C2C(=NC=C1)NC=C2)COCC[Si](C)(C)C 2-(3,4-dichlorophenyl)-5-(1H-pyrrolo[2,3-b]pyridin-4-yl)-1-{[2-(trimethylsilyl)ethoxy]methyl}-1H-pyrrole-3-carboxylic acid